(5S)-1-(4-cyclopropylbenzoyl)-3,3-difluoro-5-{5-methyl-[1,2,4]triazolo[1,5-a]pyrimidin-7-yl}piperidine C1(CC1)C1=CC=C(C(=O)N2CC(C[C@@H](C2)C2=CC(=NC=3N2N=CN3)C)(F)F)C=C1